N-(1-(4-(2-(Pyrrolidin-1-yl)-4-(trifluoromethyl)benzyl)piperazine-1-carbonyl)-1H-pyrazol-3-yl)methanesulfonamide N1(CCCC1)C1=C(CN2CCN(CC2)C(=O)N2N=C(C=C2)NS(=O)(=O)C)C=CC(=C1)C(F)(F)F